4-allyl-N-(4-bromo-2-methylphenyl)-1-methyl-1H-pyrazole-5-carboxamide C(C=C)C=1C=NN(C1C(=O)NC1=C(C=C(C=C1)Br)C)C